2-heptynoic acid methyl ester COC(C#CCCCC)=O